FC1(C2CC(CC(C1)N2C(=O)OC(C)(C)C)OC=2N=NC(=CC2)C2=CC=C(C=1N=CSC12)N1N=C(C=C1)F)F tert-butyl 6,6-difluoro-3-({6-[4-(3-fluoropyrazol-1-yl)-1,3-benzothiazol-7-yl]pyridazin-3-yl} oxy)-8-azabicyclo[3.2.1]octane-8-carboxylate